diphenyl-(4-styryl-phenyl)phosphine oxide C1(=CC=CC=C1)P(C1=CC=C(C=C1)C=CC1=CC=CC=C1)(C1=CC=CC=C1)=O